CN(S(=O)(=O)C1=CC=C(C=C1)C(F)(F)F)C1CCNCC1 N-methyl-N-(piperidin-4-yl)-4-(trifluoromethyl)benzenesulfonamide